N-((S)-1'-(4-(bis(4-methoxybenzyl)amino)-2-((2,3-dichlorophenyl)thio)-3H-imidazo[4,5-c]pyridin-6-yl)-1,3-dihydrospiro[inden-2,4'-piperidin]-1-yl)-2-methylpropane-2-sulfinamide COC1=CC=C(CN(C2=NC(=CC3=C2NC(=N3)SC3=C(C(=CC=C3)Cl)Cl)N3CCC2(CC3)[C@@H](C3=CC=CC=C3C2)NS(=O)C(C)(C)C)CC2=CC=C(C=C2)OC)C=C1